3-(3-(5-(5-(2,3-dihydro-1H-inden-4-yl)-6-methoxy-1H-pyrazolo[4,3-b]pyridin-3-yl)pyridin-2-yl)azetidin-1-yl)propionitrile C1CCC2=C(C=CC=C12)C1=C(C=C2C(=N1)C(=NN2)C=2C=CC(=NC2)C2CN(C2)CCC#N)OC